(6-(4-(3H-imidazo[4,5-b]pyridin-7-yl)-1H-pyrazol-1-yl)pyridin-3-yl)-1-cyclohexyl-2,2,2-trifluoroethanol N1=CNC2=NC=CC(=C21)C=2C=NN(C2)C2=CC=C(C=N2)C(C(F)(F)F)(O)C2CCCCC2